C(C)C(C(=O)OCCOCCOCCOC(C(CC)CC)=O)CC triethylene glycol e-bis(2-ethylbutanoate)